tert-butyl 8'-(2,6-dioxopiperidin-3-yl)-9'-oxo-4',7',8',9'-tetrahydro-2'H-Spiro[piperidine-4,3'-pyrano[2,3-e]isoindole]-1-carboxylate O=C1NC(CCC1N1CC2=CC=C3C(=C2C1=O)OCC1(C3)CCN(CC1)C(=O)OC(C)(C)C)=O